(S)-2-amino-3-((R)-5-oxo-4,5,6,7-tetrahydropyrazolo[1,5-a]pyrimidin-6-yl)propionamide Benzyl-1-(difluoromethyl)-8-((4-nitrophenyl)sulfonyl)-3,8-diazabicyclo[3.2.1]octane-3-carboxylate C(C1=CC=CC=C1)OC(=O)N1CC2(CCC(C1)N2S(=O)(=O)C2=CC=C(C=C2)[N+](=O)[O-])C(F)F.N[C@H](C(=O)N)C[C@H]2C(NC=1N(C2)N=CC1)=O